COC1=CC=C(CN2CCN(CC2)C=2SC3=C(N=CN(C3=O)C3=CC4=CN(N=C4C=C3)C)N2)C=C1 2-(4-(4-methoxybenzyl)piperazin-1-yl)-6-(2-methyl-2H-indazol-5-yl)thiazolo[4,5-d]pyrimidin-7(6H)-one